(5-fluoro-2-pyridyl)-2,2-dimethoxy-ethanol FC=1C=CC(=NC1)C(C(OC)OC)O